2-{4-[(1-methylpiperidin-3-yl)methyl]phthalazin-1-yl}-5-(trifluoromethyl)phenol formate C(=O)OC1=C(C=CC(=C1)C(F)(F)F)C1=NN=C(C2=CC=CC=C12)CC1CN(CCC1)C